Cl.NCC(=O)C=1C(=NN(C1)C)C 2-amino-1-(1,3-dimethyl-1H-pyrazol-4-yl)ethan-1-one hydrogen chloride